(1S,3R)-3-acetamido-N-(7-cyano-5-(4,4-difluoropiperidin-1-yl)-2,6-naphthyridin-3-yl)cyclohexane-1-carboxamide C(C)(=O)N[C@H]1C[C@H](CCC1)C(=O)NC=1N=CC2=CC(=NC(=C2C1)N1CCC(CC1)(F)F)C#N